3-((tert-butylamino)methylene)-2-(4-hydroxy-3,5-dimethylphenyl)chroman-4-one C(C)(C)(C)NC=C1C(OC2=CC=CC=C2C1=O)C1=CC(=C(C(=C1)C)O)C